[Re].[Ir] Iridium-rhenium